(S)-3-((S)-sec-butyl)-6-fluoro-4-(3-hydroxyazetidine-1-carbonyl)-1,3,4,5-tetrahydro-2H-benzo[e][1,4]diazepin-2-one [C@H](C)(CC)[C@@H]1N(CC2=C(NC1=O)C=CC=C2F)C(=O)N2CC(C2)O